C(#N)C1=CC(=NC=C1)N1C=C(C2=C1N=CN=C2N2C[C@H](N(C[C@H]2C)C(=O)OC(C)(C)C)C)C(F)(F)F tert-butyl (2R,5R)-4-(7-(4-cyanopyridin-2-yl)-5-(trifluoromethyl)-7H-pyrrolo[2,3-d]pyrimidin-4-yl)-2,5-dimethylpiperazine-1-carboxylate